8-Chloro-2-(1-(3-(3-methoxyazetidin-1-yl)cyclobutyl)-1H-pyrazol-4-yl)-7-((2-methyl-1H-benzo[d]imidazol-6-yl)oxy)quinoxaline ClC=1C(=CC=C2N=CC(=NC12)C=1C=NN(C1)C1CC(C1)N1CC(C1)OC)OC=1C=CC2=C(NC(=N2)C)C1